CN1C=C(C2=CC=CC=C12)C(=O)OC1=C(C=C(C2=CC=CC(=C12)OC)OC)C=1C(C2=C(C=CC=C2C(C1)=O)OC)=O 4,8,8'-trimethoxy-1',4'-dioxo-1',4'-dihydro-[2,2'-binaphthalen]-1-yl 1-methyl-1H-indole-3-carboxylate